methyl 5-(methylsulfonimidoyl)benzothiophene-2-carboxylate CS(=O)(=N)C=1C=CC2=C(C=C(S2)C(=O)OC)C1